tert-Butyl ((2-bromopyridin-4-yl)methyl)carbamate BrC1=NC=CC(=C1)CNC(OC(C)(C)C)=O